FC1=CC=C2C(=CNC2=C1)CC(=O)N[C@H]1[C@@H](CN(CC1)C)C(=O)O (3R,4R)-4-(2-(6-fluoro-1H-indol-3-yl)acetamido)-1-methylpiperidine-3-carboxylic acid